2-Chloro-N1-(4-Chloro-3-(Pyridin-2-Yl)Phenyl)-N4-(Pyridin-4-Yl)Terephthalamide ClC1=C(C(=O)NC2=CC(=C(C=C2)Cl)C2=NC=CC=C2)C=CC(=C1)C(=O)NC1=CC=NC=C1